Tert-butyl (cis-4-(2-(4-(benzo[b]thiophen-4-yl)-1,4-diazepan-1-yl)ethyl)-4-fluorocyclohexyl)carbamate S1C2=C(C=C1)C(=CC=C2)N2CCN(CCC2)CCC2(CCC(CC2)NC(OC(C)(C)C)=O)F